N-Acetylgalactosamine 4-sulfate S(=O)(=O)(O)O[C@@H]1[C@@H]([C@H](C(O)O[C@@H]1CO)NC(C)=O)O